tert-butyl (4-((4-cyclopropylphenyl)amino)cyclohexyl)carbamate C1(CC1)C1=CC=C(C=C1)NC1CCC(CC1)NC(OC(C)(C)C)=O